(2,6-Dichlorophenyl)hydrazine hydrochloride Cl.ClC1=C(C(=CC=C1)Cl)NN